C1(=CC=CC=C1)SC1=CC=C(C=C1)[S+](C1=CC=C(C=C1)SC1=CC=CC=C1)C1=CC=C(C=C1)SC1=CC=CC=C1 tris(4-(phenylthio)phenyl)sulfonium